NC1=C(C(=O)OC)C=C(C(=C1)F)O[Si](C)(C)C(C)(C)C methyl 2-amino-5-[tert-butyl(dimethyl)silyl]oxy-4-fluoro-benzoate